FC1=C(C=CC(=C1F)OC)B1OC(C(O1)(C)C)(C)C 2-(2,3-difluoro-4-methoxy-phenyl)-4,4,5,5-tetramethyl-1,3,2-dioxaborolane